Cl.COC([C@H](CCCCN)NC(=O)N1C=CC2=C1N=CN=C2C=2C=NN(C2)C2(CN(C2)S(=O)(=O)CC)CC#N)=O (2S)-6-amino-2-[[4-[1-[3-(cyanomethyl)-1-ethylsulfonyl-azetidin-3-yl]pyrazol-4-yl]pyrrolo[2,3-d]pyrimidine-7-carbonyl]amino]hexanoic acid methyl ester hydrochloride